FC1(CCC(CC1)CN1N=C(N=N1)C1=CC(=C(C=C1)S(=O)(=O)NCC(=O)N)OC)F 2-((4-(2-((4,4-Difluorocyclohexyl)methyl)-2H-tetrazol-5-yl)-2-methoxyphenyl)sulfonylamino)acetamide